NC=1C=C(C=CC1)CC1=C(C(=O)N)C=CC(=C1)C1=NC(=CN=C1)OCC [(3-aminophenyl)methyl]-4-(6-ethoxypyrazin-2-yl)benzamide